2-(1,1-dimethyl-ethyl)-6-methyl-phenol CC(C)(C)C1=C(C(=CC=C1)C)O